(5-(1H-Pyrrolo[2,3-b]pyridin-3-yl)pyrazolo[1,5-a]pyridin-3-yl)(8-methyl-3,8-diazabicyclo[3.2.1]octan-3-yl)methanone N1C=C(C=2C1=NC=CC2)C2=CC=1N(C=C2)N=CC1C(=O)N1CC2CCC(C1)N2C